2-chloro-4-(pyrrolidin-1-yl)pyrimidineglyoxylic acid-methylester-O-methyloxim CON=C(C(=O)OC)C1(NC=CC(=N1)N1CCCC1)Cl